NC=1C=2N(C3=CC(=C(C=C3N1)F)C(=O)N1[C@@H]3[C@H](CCC1)OC1=C3C=CC(=C1)C(F)(F)F)C(=NC2)F (4-amino-1,7-difluoroimidazo[1,5-a]quinoxalin-8-yl)((4aS,9bS)-7-(trifluoromethyl)-3,4,4a,9b-tetrahydrobenzofuro[3,2-b]pyridin-1(2H)-yl)methanone